N-[(1R,3S)-3-{[6-chloro-2-(trifluoromethyl)quinolin-4-yl]amino}cyclohexyl]-3-methyl-1-(2,2,2-trifluoroethyl)-1H-pyrazole-4-carboxamide ClC=1C=C2C(=CC(=NC2=CC1)C(F)(F)F)N[C@@H]1C[C@@H](CCC1)NC(=O)C=1C(=NN(C1)CC(F)(F)F)C